Cis-2,6-dicyclohexyl-1-(4-methoxybenzyl)piperidin-4-one C1(CCCCC1)[C@@H]1N([C@@H](CC(C1)=O)C1CCCCC1)CC1=CC=C(C=C1)OC